7-(cyclopentanecarbonyl)-2,7-diazaspiro[4.4]nonane C1(CCCC1)C(=O)N1CC2(CCNC2)CC1